FC(N1N=NC(=C1)C1(CC(C=2C=NC=3N(C21)N=C(C3)F)C(=O)OC)C)F methyl 8-(1-(difluoromethyl)-1H-1,2,3-triazol-4-yl)-2-fluoro-8-methyl-7,8-dihydro-6H-cyclopenta[e]pyrazolo[1,5-a]pyrimidine-6-carboxylate